BrC1=CC=C2C(=N1)N=C(N2)[C@@H]2N(C[C@@H](C2)F)C(=O)OC(C)(C)C tert-butyl (2R,4R)-2-(5-bromo-1H-imidazo[4,5-b]pyridin-2-yl)-4-fluoropyrrolidine-1-carboxylate